ICC=CCI 1,4-diiodo-2-butene